(S)-quinuclidin-3-yl((R)-5-(4-butoxyphenyl)-2,2,6-trimethyl-2,3-dihydro-1H-inden-1-yl)carbamate N12C[C@H](C(CC1)CC2)OC(N[C@@H]2C(CC1=CC(=C(C=C21)C)C2=CC=C(C=C2)OCCCC)(C)C)=O